2-butyloctan-1-ol C(CCC)C(CO)CCCCCC